[Mg].[Ni] Nickel-Magnesium